2-amino-N-butyl-6-iodobenzamide NC1=C(C(=O)NCCCC)C(=CC=C1)I